BrC1=CC=C(C=C1)C1CCSCC1 4-(4-bromophenyl)tetrahydro-2H-thiopyran